3-(dodecylthio)-5-isopropenyl-2-methylcyclohexanone C(CCCCCCCCCCC)SC1C(C(CC(C1)C(=C)C)=O)C